C1(CC1)S(=O)(=O)C1=NC2=C(N1CC(CF)(C)C)C=CC=C2 (cyclopropylsulfonyl)-1-(3-fluoro-2,2-dimethylpropyl)-1H-benzo[d]imidazole